FCC(CNC(CNC(CN(S(=O)(=O)C)C1CCN(CC1)C(C)C1=CC=CC2=CC=CC=C12)=O)=O)=O N-(3-fluoro-2-oxopropyl)-2-(2-(N-(1-(1-(naphthalen-1-yl)ethyl)piperidin-4-yl)methylsulfonamido)acetamido)acetamide